5-chloro-N4-(3-ethylphenyl)-N2-phenylpyrimidine-2,4-diamine ClC=1C(=NC(=NC1)NC1=CC=CC=C1)NC1=CC(=CC=C1)CC